2-[2-(aminomethyl)-3,3-difluoro-allyl]-4-[6-[4-(morpholine-4-carbonyl)phenyl]-2-pyridinyl]-1,2,4-triazol-3-one NCC(CN1N=CN(C1=O)C1=NC(=CC=C1)C1=CC=C(C=C1)C(=O)N1CCOCC1)=C(F)F